ketoglutaric acid-d O=C(C(=O)O)CCC(=O)O[2H]